6-(benzyloxy)-7-methoxy-1-{(E)-2-[2-methyl-5-(pyrimidin-5-yl)phenyl]ethenyl}-1,2,3,4-tetrahydroisoquinoline C(C1=CC=CC=C1)OC=1C=C2CCNC(C2=CC1OC)\C=C\C1=C(C=CC(=C1)C=1C=NC=NC1)C